C(=O)C1CCC2(CN(C2)C(=O)OC(C)(C)C)CC1 tert-butyl 7-formyl-2-azaspiro[3.5]nonane-2-carboxylate